C(C)[SH2+] 1-ethylsulfonium